4-bromoindoline-1-carboxylic acid tert-butyl ester C(C)(C)(C)OC(=O)N1CCC2=C(C=CC=C12)Br